6-(5-fluoro-3-pyridyl)-2-(trifluoromethyl)pyridin-3-amine FC=1C=C(C=NC1)C1=CC=C(C(=N1)C(F)(F)F)N